ClC1=C2C(=C(N=N1)N[C@H]1[C@@H](CCCC1)O)N(N=C2)C (1R,2R)-2-((4-chloro-1-methyl-1H-pyrazolo[3,4-d]pyridazin-7-yl)amino)cyclohexane-1-ol